COC(=O)C=1N=NC(=CC1NC1=CC=C(C=C1)OC1CCSCC1)C1=C(C=CC=C1F)F 6-(2,6-difluorophenyl)-4-((4-((tetrahydro-2H-thiopyran-4-yl)oxy)phenyl)amino)pyridazine-3-carboxylic acid Methyl ester